N(=[N+]=[N-])[C@H]1CC[C@@]2(C3CC[C@@]4(C(=CCC4C3CC=C2C1)C=1C=NC=CC1)C)C 3-((3S,10R,13S)-3-azido-10,13-dimethyl-2,3,4,7,8,9,10,11,12,13,14,15-dodecahydro-1H-cyclopenta[a]phenanthren-17-yl)pyridine